FC(CN1C(N(CC=2C1=NC(=NC2)NC=2C=NN(C2)CCO)[C@@H]2CCN(C1=CC=CC=C21)C(=O)OC(C)(C)C)=O)F (R)-tert-butyl 4-(1-(2,2-difluoroethyl)-7-((1-(2-hydroxyethyl)-1H-pyrazol-4-yl)amino)-2-oxo-1,2-dihydropyrimido[4,5-d]pyrimidin-3(4H)-yl)-3,4-dihydroquinoline-1(2H)-carboxylate